C(C(=C)C)(=O)OCCCCCCCCCCCCCCCCCCCC n-icosyl methacrylate